methyl (3-fluoro-7-hydroxy-1H-pyrazolo[4,3-d]pyrimidin-5-yl)carbamate FC1=NNC2=C1N=C(N=C2O)NC(OC)=O